O1COC2=C1C=CC(=C2)/C=C/C(=O)N(C2COCC2)C2=CC=CC=C2 (E)-3-(1,3-benzodioxol-5-yl)-N-phenyl-N-tetrahydro-furan-3-yl-prop-2-enamide